8-(2-methyl-4-(methylsulfonyl)phenyl)-1-(methylsulfonyl)imidazo[1,5-c]pyrimidin-5-amine CC1=C(C=CC(=C1)S(=O)(=O)C)C=1C=2N(C(=NC1)N)C=NC2S(=O)(=O)C